ammonium stearyl-trimethylammonium sulfate S(=O)(=O)([O-])[O-].C(CCCCCCCCCCCCCCCCC)[N+](C)(C)C.[NH4+]